L-4-carboxyphenylalanine C(=O)(O)C1=CC=C(C[C@H](N)C(=O)O)C=C1